CN(C(CCC(=O)[O-])=O)C 4-(dimethylamino)-4-oxobutanoate